ClC=1N=NC2=CC3=C(C=C2C1)C(=C(O3)C)C 3-chloro-6,7-dimethylfuro[3,2-g]cinnoline